propyl-2-mercaptopentane-1,2,3-triol C(CC)C(C(C(CC)O)(O)S)O